C(C)(C)(C)OOC1(CC(CC(C1)(C)C)C)OOC(C)(C)C 1,1-bis(tert-butyl-peroxy)3,5,5-trimethylcyclohexane